(1R,2R,3S,4R,5S)-4-(2-chloro-6-((dicyclopropylmethyl)amino)-9H-purin-9-yl)bicyclo[3.1.0]hexane-2,3-diol ClC1=NC(=C2N=CN(C2=N1)[C@H]1[C@@H]([C@@H]([C@@H]2C[C@H]12)O)O)NC(C1CC1)C1CC1